oxyl-2-methyl-benzamide OC=1C(=C(C(=O)N)C=CC1)C